2,3-dichloro-N-[(1s,4s)-4-{[2-(trifluoromethyl)quinolin-4-yl]amino}cyclohexyl]benzamide ClC1=C(C(=O)NC2CCC(CC2)NC2=CC(=NC3=CC=CC=C23)C(F)(F)F)C=CC=C1Cl